(R)-N-(2-(1-cyclopropyl-2-hydroxy-2-methylpropyl)-3-oxoisoindolin-4-yl)-3-fluoro-2-(trifluoromethyl)benzamide C1(CC1)[C@H](C(C)(C)O)N1CC2=CC=CC(=C2C1=O)NC(C1=C(C(=CC=C1)F)C(F)(F)F)=O